4-(4-aminophenyl)thiomorpholine-1-oxide NC1=CC=C(C=C1)N1CCS(CC1)=O